(S)-13-((((9H-fluoren-9-yl)methoxy)carbonyl)amino)-12-oxo-2,5,8-trioxa-11-azahexadecane-16-oic acid C1=CC=CC=2C3=CC=CC=C3C(C12)COC(=O)N[C@H](C(NCCOCCOCCOC)=O)CCC(=O)O